CN1C(CCCCC1)=O N-methylcaprolactam